O1C=C(C(=C1)C(=O)OC)C(=O)OC dimethyl furan-3,4-dicarboxylate